2-chloro-N-(cyclopropyl-methyl)-4-(5-nitro-2-pyridyl)aniline ClC1=C(NCC2CC2)C=CC(=C1)C1=NC=C(C=C1)[N+](=O)[O-]